(2r,3s)-1,4-dimercaptobutane-2,3-diol SC[C@@H]([C@@H](CS)O)O